Methyl 5-bromo-1H-pyrrole-2-carboxylate BrC1=CC=C(N1)C(=O)OC